5-bromo-2,2-dimethyl-benzo[b]thiophen-3(2H)-one-1,1-dioxide BrC1=CC2=C(S(C(C2=O)(C)C)(=O)=O)C=C1